racemic-(5s,9r)-8-hydroxy-2-methoxy-7-(methyl-d3)-11-oxo-7,8,9,10-tetrahydro-5,9-methanocycloocta[b]pyridine-5(6H)-carboxylic acid methyl ester COC(=O)[C@@]12CC(C([C@@H](CC3=NC(=CC=C31)OC)C2=O)O)C([2H])([2H])[2H] |r|